C(C=C)OC1=C2C(OCC2=C(C(=C1C/C=C(/CCC(=O)OCC=C)\C)OC)C)=O (E)-Allyl 6-(4-(allyloxy)-6-methoxy-7-methyl-3-oxo-1,3-dihydroisobenzofuran-5-yl)-4-methyl-hex-4-enoate